sodium adenosine 5'-monophosphate P(=O)([O-])([O-])OC[C@@H]1[C@H]([C@H]([C@@H](O1)N1C=NC=2C(N)=NC=NC12)O)O.[Na+].[Na+]